4-((3R)-3-(but-2-ynamido)cyclopentyl)-5-fluoro-2,3-dimethyl-1H-indole-7-carboxamide C(C#CC)(=O)N[C@H]1CC(CC1)C1=C2C(=C(NC2=C(C=C1F)C(=O)N)C)C